S(=O)(=O)(O)[NH2]=O sulfoamine oxide